CN(C1=C(OC2=NC=C(C=C2C(=O)NC2=CC(=CC=C2)S(=O)(=O)C)C(F)(F)F)C=CC=C1)C 2-[2-(dimethylamino)phenoxy]-N-(3-methylsulfonylphenyl)-5-(trifluoromethyl)pyridine-3-carboxamide